C1=CC(=C(C=C1CC(C(=O)O)NC=O)C2=C(C=CC(=C2)CC(C(=O)O)NC=O)O)O The molecule is a member of biphenyls and a N-formyl amino acid. It has a role as a Saccharomyces cerevisiae metabolite. It derives from a dityrosine.